B(OCCC)([O-])[O-].[Li+].[Li+] lithium n-propyl borate